4-[4-(1-acetamidoethyl)phenylamino]-7-methoxy-6-acetoxyquinazoline C(C)(=O)NC(C)C1=CC=C(C=C1)NC1=NC=NC2=CC(=C(C=C12)OC(C)=O)OC